O=C1N(C(C2=CC=CC=C12)=O)CC1=NNC(C2=CC=C(C=C12)C1(CCC1)C(=O)N(CC1=NC=C(C=C1)C(F)(F)F)C1CCCC=2C=CC=NC12)=O 1-(4-((1,3-dioxoisoindolin-2-yl)methyl)-1-oxo-1,2-dihydrophthalazin-6-yl)-N-(5,6,7,8-tetrahydroquinolin-8-yl)-N-((5-(trifluoromethyl)pyridin-2-yl)methyl)cyclobutane-1-carboxamide